C(C)(=O)N(C=1SC2=C(C1C(=O)OC)C=CC(=C2Cl)O)CC2=CC(=CC=C2)F Methyl 2-[acetyl(3-fluorobenzyl)amino]-7-chloro-6-hydroxy-1-benzothiophene-3-carboxylate